tert-butyl (S)-3-(2-(acetylthio)acetamido)-pyrrolidine-1-carboxylate C(C)(=O)SCC(=O)N[C@@H]1CN(CC1)C(=O)OC(C)(C)C